BrC1=C(C=O)C=CC=C1C 2-bromo-3-methylbenzaldehyde